FC(C(=C(C(F)(F)F)F)F)(F)F perfluorobut-2-ene